phenylacetylmethylamine C1(=CC=CC=C1)CC(=O)NC